2-(1-(2-cyano-5-fluorophenyl)-1-(1-(2-methoxyethyl)-1H-pyrazol-4-yl)propan-2-yl)-5-hydroxy-N-(isothiazol-4-yl)-1-methyl-6-oxo-1,6-dihydropyrimidine-4-carboxamide C(#N)C1=C(C=C(C=C1)F)C(C(C)C=1N(C(C(=C(N1)C(=O)NC=1C=NSC1)O)=O)C)C=1C=NN(C1)CCOC